C(C)(C)N1CCN(CC1)CCC(=O)N 3-(4-isopropylpiperazin-1-yl)propionamide